O[C@@]12C(C=3C=CSC3N=C2N(CC1)C1=CC=C(C=C1)C)=O (9S)-9-hydroxy-12-(4-methylphenyl)-4-thia-2,12-diazatricyclo[7.3.0.03,7]dodeca-1,3(7),5-trien-8-one